O1C(=CC=C1)C(=O)OCCC1=CC=CC=C1 2-furancarboxylic acid, 2-phenylethyl ester